tetrathiapentane SSSSC